C(CCC)NC1=C(C=2C(C3=CC=CC=C3C(C2C(=C1F)F)=O)=O)F 2-butylamino-1,3,4-trifluoroanthraquinone